methyl-triethylamine chloride [Cl-].CC(C)N(CC)CC